N[C@@H]1CN(CC1)C(=O)C1=CC(=NC=C1)C(=O)NC1=CC(=CC=C1)[C@H](C)SC1=NN=CN1C 4-((S)-3-aminopyrrolidine-1-carbonyl)-N-(3-((S)-1-(4-methyl-4H-1,2,4-triazol-3-ylthio)ethyl)phenyl)picolinamide